N-(1-ethynylcyclopropyl)-2,3-difluorobenzamide C(#C)C1(CC1)NC(C1=C(C(=CC=C1)F)F)=O